CC1=CC(=CN2C1=NC=C(C2=O)C2=CC(=CC=C2)C2(CC(C2)C)C2=NN=CN2C)C2CN(CCC2)C(=O)OC(C)(C)C tert-butyl 3-(9-methyl-3-(3-(3-methyl-1-(4-methyl-4H-1,2,4-triazol-3-yl)cyclobutyl)phenyl)-4-oxo-4H-pyrido[1,2-a]pyrimidin-7-yl)piperidine-1-carboxylate